COC(C1CCN(CC1)C1=CC(=C(C=C1)[C@@H]1C=2C=CC(=CC2CC[C@@H]1C1=CC=CC=C1)O)C)OC (5R,6S)-5-(4-(4-(dimethoxymethyl)piperidin-1-yl)-2-methylphenyl)-6-phenyl-5,6,7,8-tetrahydronaphthalen-2-ol